CC1C2C3C(=C(C1)C2)C(=O)OC3=O 5-methylbicyclo(2.2.1)heptene-2,3-dicarboxylic acid anhydride